C(#N)C1=CC(=C(COC2=CC=CC(=N2)C=2CCN(CC2)CC2=NC3=C(N2C[C@H]2OCC2)C=C(C=C3)C(=O)O)C=C1)F (S)-2-((6-((4-cyano-2-fluorobenzyl)oxy)-3',6'-dihydro-[2,4'-bipyridyl]-1'(2'H)-yl)methyl)-1-(oxetan-2-ylmethyl)-1H-benzo[d]imidazole-6-carboxylic acid